8-[1-methyl-3-(trifluoromethyl)-1H-pyrazol-4-yl]-N-[(2S)-1-[4-(pyridine-2-sulfonyl)piperazin-1-yl]propan-2-yl]quinazolin-4-amine CN1N=C(C(=C1)C=1C=CC=C2C(=NC=NC12)N[C@H](CN1CCN(CC1)S(=O)(=O)C1=NC=CC=C1)C)C(F)(F)F